COC1=CC=C(CN(C=2C=3N(C(=C(N2)C=2C=C(C#N)C=CC2)C2=NC=NC=C2)N=C(N3)CC3=C(C=CC=C3)C=O)CC3=CC=C(C=C3)OC)C=C1 3-(8-(bis(4-methoxybenzyl)amino)-2-(2-formylbenzyl)-5-(pyrimidin-4-yl)-[1,2,4]triazolo[1,5-a]pyrazin-6-yl)benzonitrile